(S)-(2,7-dimethyl-3-(3,4,5-trifluorophenyl)-2,4,5,7-tetrahydro-6H-pyrazolo[3,4-c]pyridin-6-yl)(5-ethyl-1-phenyl-1H-1,2,4-triazol-3-yl)methanone CN1N=C2[C@@H](N(CCC2=C1C1=CC(=C(C(=C1)F)F)F)C(=O)C1=NN(C(=N1)CC)C1=CC=CC=C1)C